C(C)OC(C1=CC=C(C=C1)O)=O 4-hydroxybenzoic acid ethyl ester